C[SiH](C1C=CC=C1)C dimethyl(cyclopentadienyl)Silane